S1C(=NC2=C1C=CC=C2)NC(=O)C=2C=CC=C1CCN(CC21)C2=CC=C(C(=N2)C(=O)OC(C)(C)C)C=2C(=C(OC1=CC=C(C=C1)C[C@@H](CC(=O)O)C(F)(F)F)C=CC2)C (3S)-3-[[4-[3-[6-[8-(1,3-benzothiazol-2-ylcarbamoyl)-3,4-dihydro-1H-isoquinolin-2-yl]-2-tert-butoxycarbonyl-3-pyridyl]-2-methyl-phenoxy]phenyl]methyl]-4,4,4-trifluoro-butanoic acid